8-(((R)-3-((1S,4S)-2-oxa-5-azabicyclo[2.2.1]heptan-5-yl)-2-hydroxypropyl)thio)-7-bromo-6-chloro-4-hydroxyquinazolin-2(1H)-one [C@@H]12OC[C@@H](N(C1)C[C@H](CSC=1C(=C(C=C3C(=NC(NC13)=O)O)Cl)Br)O)C2